CC([O-])C.[Sn+4].CC([O-])C.CC([O-])C.CC([O-])C Tin isopropoxide